5-(1-(trans-1-acryloyl-4-(4-(trifluoromethyl)benzyloxy)pyrrolidin-3-yl)-1H-1,2,3-triazol-4-yl)-1-methylpyridin-2(1H)-one C(C=C)(=O)N1C[C@H]([C@@H](C1)OCC1=CC=C(C=C1)C(F)(F)F)N1N=NC(=C1)C=1C=CC(N(C1)C)=O